2-[[4-[4-Hydroxy-1-piperidinyl]-6-[[(4-(hydroxysulfonyl)phenyl)methyl]amino]-2-pyrimidinyl]amino]-4-methyl-5-thiazolecarboxylic acid, ethyl ester OC1CCN(CC1)C1=NC(=NC(=C1)NCC1=CC=C(C=C1)S(=O)(=O)O)NC=1SC(=C(N1)C)C(=O)OCC